2-(4-acryloyl-3,3-dimethylpiperazin-1-yl)-N-[(2S,3S)-1-hydroxy-3-methylpentan-2-yl]-5H-pyrrolo[2,3-b]pyrazine-7-carboxamide C(C=C)(=O)N1C(CN(CC1)C=1N=C2C(=NC1)NC=C2C(=O)N[C@H](CO)[C@H](CC)C)(C)C